N-(6-((5-((5-chloro-2-(2-methoxyethoxy)phenyl)carbamoyl)thiophen-2-yl)amino)-6-oxohexyl)-1H-pyrazole-5-carboxamide ClC=1C=CC(=C(C1)NC(=O)C1=CC=C(S1)NC(CCCCCNC(=O)C1=CC=NN1)=O)OCCOC